C(#N)[C@H](C)NC(C1=CC=C(C=C1)C1=NC(=NC=C1C)NC=1C=NN(C1)C1CCN(CC1)CCO)=O (S)-N-(1-cyanoethyl)-4-(2-((1-(1-(2-hydroxyethyl)piperidin-4-yl)-1H-pyrazol-4-yl)amino)-5-methylpyrimidin-4-yl)benzamide